7-(4-chlorophenyl)-2-methyl-5H-thiazolo[4,5-d]pyridazin-4-one ClC1=CC=C(C=C1)C=1C2=C(C(NN1)=O)N=C(S2)C